N-(1-(4-chlorophenyl)-2-(piperazin-1-yl)ethyl)-6-isopropoxypyridine-3-sulfonamide ClC1=CC=C(C=C1)C(CN1CCNCC1)NS(=O)(=O)C=1C=NC(=CC1)OC(C)C